(S)-N-(4-(4-amino-2,7-dimethyl-7H-pyrrolo[2,3-d]pyrimidin-5-yl)phenyl)-2-(3-fluorophenyl)-2-hydroxyacetamide NC=1C2=C(N=C(N1)C)N(C=C2C2=CC=C(C=C2)NC([C@@H](O)C2=CC(=CC=C2)F)=O)C